OCCC1CN=C2N1C1=CC=C(C=C1C(N2CC=2C=NN(C2)C)=O)S(=O)(=O)NC2(CC2)C 1-(2-hydroxyethyl)-N-(1-methylcyclopropyl)-4-[(1-methylpyrazol-4-yl)methyl]-5-oxo-1H,2H-imidazo[1,2-a]quinazoline-7-sulfonamide